3-chloro-2,5,6-trifluoropyridine-N-oxide ClC=1C(=[N+](C(=C(C1)F)F)[O-])F